3-(1-methyl-1H-pyrrol-2-yl)propionic acid CN1C(=CC=C1)CCC(=O)O